(S)-methyl-2-((tert-butoxycarbonyl)amino)-3-hydroxypropanoate COC([C@H](CO)NC(=O)OC(C)(C)C)=O